5-bromothiophene-3-carboxylic acid BrC1=CC(=CS1)C(=O)O